[(6-bromo-2-pyridyl)oxymethyl]-1-methyl-benzotriazole BrC1=CC=CC(=N1)OCC1=CC=CC=2N(N=NC21)C